C(C)OC(=O)C1=NOC(=C1)C1=C(C=CC=C1)C(F)(F)F 5-(2-trifluoromethyl-phenyl)-isoxazole-3-carboxylic acid ethyl ester